COC(=O)C1(C(SC2=CC=CC=C2C1=O)C1=CC=CC=C1)CC=C=CC=1C=C(C=CC1)C (-)-Methyl-4-oxo-2-phenyl-3-(4-(m-tolyl)buta-2,3-dien-1-yl)thiochromane-3-carboxylate